[6-[3-(1-fluorocyclopropyl)-1H-1,2,4-triazol-5-yl]-2-azaspiro[3.3]heptan-2-yl]-[6-[[5-(trifluoromethyl)pyrazol-1-yl]methyl]-2-azaspiro[3.3]heptan-2-yl]methanone FC1(CC1)C1=NNC(=N1)C1CC2(CN(C2)C(=O)N2CC3(C2)CC(C3)CN3N=CC=C3C(F)(F)F)C1